C(CC)OCC1OCCC1 2-(propoxymethyl)tetrahydrofuran